((4-(tert-butoxycarbonyl)-1,4-diazepan-1-yl)methyl)potassium trifluoroborate B(F)(F)F.C(C)(C)(C)OC(=O)N1CCN(CCC1)C[K]